C(C)(C)(C)OC(=O)N1CC(C1)OC1=CC(=NC2=C(C(=C(C=C12)I)Br)O[C@@H](C)C1=CC=CC=C1)SCC 3-({7-bromo-2-(ethylsulfanyl)-6-iodo-8-[(1S)-1-phenylethoxy]quinolin-4-yl}oxy)azetidine-1-carboxylic acid tert-butyl ester